FC=1C=C2C(C=CN3C2=C(C1OC)OCC3C)=O 9-fluoro-10-methoxy-3-methyl-2,3-dihydro-7H-[1,4]oxazino[2,3,4-ij]quinolin-7-one